5-glutamyl glutamate N[C@@H](CCC(=O)OC([C@@H](N)CCC(=O)O)=O)C(=O)[O-]